CC=1C=CC2=C(N=C3N2[CH-]CC3)C1 6-methyl-2,3-dihydro-1H-benzo[d]pyrrolo[1,2-a]imidazoleid